C(C)(C)(C)OC(=O)N1C(C2=CC(=CC=C2C1)OC[C@@H]1CN(CC[C@H]1C1=CC=C(C=C1)N)C(=O)OC(C)(C)C)=O |r| (+/-)-trans-6-{[4-(4-aminophenyl)-1-(tert-butoxycarbonyl)piperidin-3-yl]methoxy}-1-oxoisoindoline-2-carboxylic acid tert-butyl ester